4-(Azetidin-1-yl)-N-(3-phenylpropyl)-1H-benzo[d]-imidazole-1-carboxamide N1(CCC1)C1=CC=CC=2N(C=NC21)C(=O)NCCCC2=CC=CC=C2